ClC=1C(=NN(C1C(F)F)CC=1C=C(C=CC1OC)/C=C/C(=O)C1=C(C=C(C=C1)O)O)C(F)F (E)-3-[3-[[4-Chloro-3,5-bis(difluoromethyl)pyrazol-1-yl]methyl]-4-methoxyphenyl]-1-(2,4-dihydroxyphenyl)prop-2-en-1-one